C(C)(C)(C)[Si](OC1C(OCC1)=O)(C)C 3-[tert-butyl-(dimethyl)silyl]oxytetrahydrofuran-2-one